9-oxoheptadecane O=C(CCCCCCCC)CCCCCCCC